[1,2,4]Triazole-2-carboxaldehyde N=1N(C=NC1)C=O